1-(3-(((7-fluorobenzo[d]thiazol-2-yl)(4-methoxyphenethyl)amino)-methyl)phenyl)pyrrolidine-3-carboxylic acid FC1=CC=CC=2N=C(SC21)N(CCC2=CC=C(C=C2)OC)CC=2C=C(C=CC2)N2CC(CC2)C(=O)O